C(C)(C)(C)NC(CN(C)C=1C2=C(N=C(N1)C1=NC=CC(=C1)C#N)CCC2)=O N-tert-butyl-2-{[2-(4-cyanopyridin-2-yl)-5H,6H,7H-cyclopenta[d]pyrimidin-4-yl](methyl)amino}acetamide